N1(C=NC=C1)CC1=CC(=C(C=C1)CC(=O)O)Cl 2-(4-((1H-imidazol-1-yl)methyl)-2-chlorophenyl)acetic acid